4-(2-{[tert-butyl(dimethyl)silyl]oxy}ethyl)piperidine [Si](C)(C)(C(C)(C)C)OCCC1CCNCC1